6-ethoxypicolinamide C(C)OC1=CC=CC(=N1)C(=O)N